6-chloro-benzamide ClC1=CC=CC=C1C(=O)N